(R)-2-(((4-cyano-7-(4-(1,1,1-trifluoropropan-2-yl)phenyl)-2,3-dihydrobenzofuran-5-yl)amino)methyl)acrylic acid C(#N)C1=C(C=C(C2=C1CCO2)C2=CC=C(C=C2)[C@H](C(F)(F)F)C)NCC(C(=O)O)=C